4-(7-(3,4-dimethoxyphenyl)pyrazolo[1,5-a]pyrimidine-2-carboxamido)-2-fluorobenzoic acid COC=1C=C(C=CC1OC)C1=CC=NC=2N1N=C(C2)C(=O)NC2=CC(=C(C(=O)O)C=C2)F